C(O)(O)=O.[Pb]=O lead (II) oxide carbonate